C(#N)C1(CC1)C(=O)NC=1C(=NC(=NC1N)C1=NN(C2=NN=CC=C21)CC2=C(C=CC=C2)F)N 1-Cyano-N-(4,6-diamino-2-(1-(2-fluorobenzyl)-1H-pyrazolo[3,4-c]pyridazin-3-yl)pyrimidin-5-yl)cyclopropane-1-carboxamide